N1C=NC2=C1C=CC(=C2)N2C([C@@H]([C@@H]2C2=C(C=C(C=C2F)C2=CC(=NO2)C)F)C2CC2)=O (3R,4R)-1-(1H-benzo[d]imidazol-5-yl)-3-cyclopropyl-4-(2,6-difluoro-4-(3-methylisoxazol-5-yl)phenyl)azetidin-2-one